NC1=CC=C(C=C1)C1=NN(C2=NC=NC=C21)C2COC2 3-(4-aminophenyl)-1-(oxetan-3-yl)-1H-pyrazolo[3,4-d]pyrimidine